NC(CNC(C1=NC=C(C=C1)NC(=O)C1=NN(C(=C1C)C1=CC=C(C=C1)Cl)C1=C(C=C(C=C1)Cl)Cl)=O)=O N-(2-amino-2-oxoethyl)-5-(5-(4-chlorophenyl)-1-(2,4-dichlorophenyl)-4-methyl-1H-pyrazole-3-carboxamido)picolinamide